tert-butyl 4-((4-((3,4-dichloro-2-fluorophenyl)amino)-7-methoxy-nitroquinazolin-6-yl)oxy)piperidine-1-carboxylate ClC=1C(=C(C=CC1Cl)NC1=NC(=NC2=CC(=C(C=C12)OC1CCN(CC1)C(=O)OC(C)(C)C)OC)[N+](=O)[O-])F